3,3',3''-(((1,4,7-triazonane-1,4,7-triyl)tris(methylene))tris(hydroxyphosphoryl))tripropanoic acid N1(CCN(CCN(CC1)CP(=O)(O)CCC(=O)O)CP(=O)(O)CCC(=O)O)CP(=O)(O)CCC(=O)O